(2S,6R)-2-(1-cyclopropyl-1H-pyrazol-4-yl)-4-(5-(2,4-difluorophenyl)-2-methylpyrido[3,4-b]pyrazin-7-yl)-6-methylmorpholine C1(CC1)N1N=CC(=C1)[C@H]1CN(C[C@H](O1)C)C1=CC=2C(=NC=C(N2)C)C(=N1)C1=C(C=C(C=C1)F)F